NC([C@@H](C[C@H]1C(NCCC1)=O)C1(N(CC(C1)C1=CC=CC=C1)C(=O)C=1NC2=CC=CC(=C2C1)OC)C(=O)N)=O ((S)-2-amino-2-oxo-1-[[(3S)-2-oxo-3-piperidyl]methyl]ethyl)-1-(4-methoxy-1H-indole-2-carbonyl)-4-phenyl-pyrrolidine-2-carboxamide